vanadium-molybdenum-iron [Fe].[Mo].[V]